(2S,5R)-6-(benzyloxy)-2-fluoro-1,6-diazabicyclo[3.2.1]octan-7-one C(C1=CC=CC=C1)ON1[C@@H]2CC[C@@H](N(C1=O)C2)F